OCCOC=1C=C2C(=CNC2=CC1OCCO)C#N 5,6-bis(2-hydroxyethoxy)-1H-indole-3-carbonitrile